C[C@H]1NCCC1 |o1:1| (R) or (S)-2-methylpyrrolidine